OCCN(C(CO)(CO)CO)CCO 2-bis(2-hydroxyethyl)amino-2-(hydroxymethyl)-1,3-propanediol